2,3-dihydrobenzo[b]pyrrole N1C2=C(CC1)C=CC=C2